7-amino-2,3-di-Hydrobenzofuran-4-carboxylic acid NC=1C=CC(=C2CCOC21)C(=O)O